C(C)(C)(C)OC(=O)N1C(C[C@H](CC1)N1C(C2=C(N=C(N=C2)C2=CC3=CN(N=C3C(=C2O)C)C)C=C1)=O)C.BrC=1C=CC=2N(C3=CC=C(C=C3C2C1)Br)C1=NC(=CC=C1)N1C2=CC=C(C=C2C=2C=C(C=CC12)Br)Br 2,6-di(3,6-dibromo-9H-carbazole-9-yl)pyridine (4S)-tert-butyl-4-(2-(6-hydroxy-2,7-dimethyl-2H-indazol-5-yl)-5-oxopyrido[4,3-d]pyrimidin-6(5H)-yl)-2-methylpiperidine-1-carboxylate